2-Isopentenyl diphosphate O(P([O-])(=O)OP(=O)([O-])[O-])CC=C(C)C